COC1=CC=C(OCCOC2=CC=C3C(=CC(C3=C2)=O)C=2N=CSC2C)C=C1 6-(2-(4-methoxyphenoxy)ethoxy)-3-(5-methylthiazol-4-yl)-1H-inden-1-one